N-(2-methacryloyloxypentadecyl)-2-pyrrolidone C(C(=C)C)(=O)OC(CN1C(CCC1)=O)CCCCCCCCCCCCC